BrC=1C=C(C(=NC1OC)N1CCN(CC1)C)[N+](=O)[O-] 1-(5-bromo-6-methoxy-3-nitropyridin-2-yl)-4-methylpiperazine